CN1C(=NC=C1)C(C=1N(C=CN1)C)NCCN N,N'-(bis-(1-methylimidazol-2-yl)-methyl)-ethylenediamine